6-methyl-3,4-dihydrooxathiine 2,2-dioxide CC1=CCCS(O1)(=O)=O